[(2R,3S,4R,5S,6R)-3-Acetoxy-4,5-dihydroxy-6-[4-(trifluoromethylsulfonyloxy)phenyl]tetrahydropyran-2-yl]methyl acetate C(C)(=O)OC[C@H]1O[C@@H]([C@H]([C@H]([C@@H]1OC(C)=O)O)O)C1=CC=C(C=C1)OS(=O)(=O)C(F)(F)F